CC(C)(C([C@H]([C@@H](C)C1=CC=CC=C1)NC1=CC=CC=C1)=O)C (4S,5S)-2,2-Dimethyl-5-phenyl-4-(phenylamino)hexan-3-one